N-(8,9-Difluoro-3-methyl-6-oxo-1,2,3,4,5,6-hexahydrobenzo[c][1,7]naphthyridin-1-yl)-N-methyl-1H-indole-2-carboxamide FC=1C(=CC2=C(C(NC=3CN(CC(C23)N(C(=O)C=2NC3=CC=CC=C3C2)C)C)=O)C1)F